N-[4-(2-methylphenoxy)-6-(1,2,2,3,3-pentamethylcyclopropyl)pyrimidin-2-yl]benzenesulfonamide CC1=C(OC2=NC(=NC(=C2)C2(C(C2(C)C)(C)C)C)NS(=O)(=O)C2=CC=CC=C2)C=CC=C1